O=C1NC(CCC1N1C(C2=CC(=C(C=C2C1=O)F)F)=O)=O 2-(2,6-dioxopiperidin-3-yl)-5,6-difluoro-isoindole-1,3-dione